2-[(3S,5R)-4,4-difluoro-3,5-dimethyl-1-piperidyl]-N-(2-sulfamoyl-4-pyridyl)-5-(trifluoromethyl)pyridine-3-carboxamide FC1([C@H](CN(C[C@H]1C)C1=NC=C(C=C1C(=O)NC1=CC(=NC=C1)S(N)(=O)=O)C(F)(F)F)C)F